4,4'-biphenyl-carbonitrile C1(=CC=C(C=C1)C1=CC=CC=C1)C#N